ricinoleic acid amide C(CCCCCCC\C=C/C[C@H](O)CCCCCC)(=O)N